(E)-3-(1,3,7-trimethyl-2,6-dioxo-2,3,6,7-tetrahydro-1H-purin-8-yl)acrylic acid CN1C(N(C=2N=C(N(C2C1=O)C)/C=C/C(=O)O)C)=O